CN(C(CS)C)C 2-(dimethylamino)propanethiol